5,5'-(2,2'-dichloro-[1,1'-biphenyl]-3,3'-diyl)bis(3-ethylpyrazine-2-carbaldehyde) ClC1=C(C=CC=C1C=1N=C(C(=NC1)C=O)CC)C1=C(C(=CC=C1)C=1N=C(C(=NC1)C=O)CC)Cl